5,5'-octamethylenebis[1-(4-vinylbenzyl)-1H-tetrazole] C(=C)C1=CC=C(CN2N=NN=C2CCCCCCCCC2=NN=NN2CC2=CC=C(C=C2)C=C)C=C1